COC(C(=O)N1C(CCC(C1)C(F)(F)F)C=1C=CC2=C(N=CS2)C1)=O 2-(2-(Benzo[d]thiazol-5-yl)-5-(trifluoromethyl)piperidin-1-yl)-2-oxoacetic acid methyl ester